methyl 5-((tert-butoxycarbonyl)(prop-2-yn-1-yl)amino)-4-methoxypicolinate C(C)(C)(C)OC(=O)N(C=1C(=CC(=NC1)C(=O)OC)OC)CC#C